C(=C)C1=C(C=CC2=CC=CC=C12)CCNC(OC(C)(C)C)=O tert-butyl (2-(1-vinylnaphthalen-2-yl)ethyl)carbamate